endo-6-(boc-amino)-3-azabicyclo[3.1.1]heptane CC(C)(C)OC(=O)NC1[C@@H]2C[C@H]1CNC2